7-bromo-2-(5-decylpentadecyl)-4-(thiophene-2-yl)-[1,2,3]triazolo[4,5-c]pyridine BrC=1C=2C(C(=NC1)C=1SC=CC1)=NN(N2)CCCCC(CCCCCCCCCC)CCCCCCCCCC